ClC1=CC=C(CN2C(C3=C(C=4C=CC=NC24)CN(C3)CC=3C=C(C#N)C=CC3)=O)C=C1 3-((5-(4-Chlorobenzyl)-4-oxo-1,3,4,5-tetrahydro-2H-pyrrolo[3,4-c][1,8]naphthyridin-2-yl)methyl)benzonitrile